N1(CCC1)C=1C=C(C=C(C1)CN1C[C@H](CCC1)C)N1C(C2=CC(=CC=C2C1)C1(COC1)CC1=NN=CN1C)=O (S)-2-(3-(Azetidin-1-yl)-5-((3-methylpiperidin-1-yl)methyl)phenyl)-6-(3-((4-methyl-4H-1,2,4-triazol-3-yl)methyl)oxetan-3-yl)isoindolin-1-one